OC1C(N(S(C1)(=O)=O)C=1C=NN2C1CN([C@H](C2)C)C(=O)NC2=CC(=C(C(=C2)F)F)F)C (6S)-3-(4-hydroxy-3-methyl-1,1-dioxo-1,2-thiazolidin-2-yl)-6-methyl-N-(3,4,5-trifluorophenyl)-6,7-dihydro-4H-pyrazolo[1,5-a]pyrazine-5-carboxamide